C(C)(C)(C)OC(=O)N[C@@H](CC(=O)OCC)C=1C=C(C=C(C1F)C(F)(F)F)C1=C(C=CC=C1O)Cl ethyl (3S)-3-[(tert-butoxycarbonyl)amino]-3-[2'-chloro-4-fluoro-6'-hydroxy-5-(trifluoromethyl)-[1,1'-biphenyl]-3-yl]propanoate